CN1C(NCCC1=O)=O 3-methyldihydropyrimidine-2,4(1H,3H)-dione